N,N-Bis(β-bromoethyl)benzylamine BrCCN(CCBr)CC1=CC=CC=C1